N1C=CC2=CC(=CC=C12)CCNC(OC(C)(C)C)=O tert-butyl (2-(1H-indol-5-yl)ethyl)carbamate